N-(6-bromo-2-methoxy-5-nitro-pyridin-3-yl)acetamide BrC1=C(C=C(C(=N1)OC)NC(C)=O)[N+](=O)[O-]